COCC1=CC=C(C=C1)C1=CC=C(C=C1)N(C(=O)C1C(C1)C1=NC=CC=C1)C N-(4'-(methoxymethyl)-[1,1'-biphenyl]-4-yl)-N-methyl-2-(pyridin-2-yl)cyclopropane-1-carboxamide